methyl 4-((2-chloro-5-fluoropyridin-4-yl)ethynyl)-5-methyl-1-(6-methylpyridin-3-yl)-1H-imidazole-2-carboxylate ClC1=NC=C(C(=C1)C#CC=1N=C(N(C1C)C=1C=NC(=CC1)C)C(=O)OC)F